FC=1C=CC=C2C=CC(=CC12)CCNC(OC(C)(C)C)=O tert-butyl (2-(8-fluoronaphthalen-2-yl)ethyl)carbamate